C(C1=CC=CC=C1)N1B(NC2=C3C1=CC=CC3=CC=C2)C=2C(=C3COCC3=C(C2C)C)C (S)-1-benzyl-2-(4,6,7-trimethyl-1,3-dihydroisobenzofuran-5-yl)-2,3-dihydro-1H-naphtho[1,8-de][1,3,2]diazaborinine